(1R,2S,3R,5S)-3-(4-aminopyrrolo[2,3-d]pyrimidin-7-yl)-5-[(1R)-5-chloro-1,3-dihydroisobenzofuran-1-yl]cyclopentane-1,2-diol NC=1C2=C(N=CN1)N(C=C2)[C@H]2[C@@H]([C@@H]([C@H](C2)[C@H]2OCC1=CC(=CC=C21)Cl)O)O